FC(C1=CC2=C(N=C(N=C2)SC)N2C1=NN=C2C)F 6-(difluoromethyl)-9-methyl-2-(methylthio)-[1,2,4]triazolo[4',3':1,6]pyrido[2,3-d]pyrimidine